4-((4-(1-(10H-phenothiazin-2-yl)vinyl)phenyl)sulfonyl)morpholine C1=C(C=CC=2SC3=CC=CC=C3NC12)C(=C)C1=CC=C(C=C1)S(=O)(=O)N1CCOCC1